[Te].C(CCCCCCCCCC)(=O)O undecanoic acid tellurium